3-((2-aminoethyl)amino)propan-1-ol NCCNCCCO